C(#C)C=1C=CC(=NC1)N1CCN(CC1)C(=O)OC(C)(C)C tert-Butyl 4-(5-ethynyl-2-pyridyl)piperazine-1-carboxylate